(7-(2,3-Difluoro-5-methoxyphenyl)-2-azaspiro[3.5]nonan-2-yl)((1s,3s)-3-hydroxy-3-methylcyclobutyl)methanone FC1=C(C=C(C=C1F)OC)C1CCC2(CN(C2)C(=O)C2CC(C2)(C)O)CC1